CN(C(CCCCCCCCC)\C=C\CCCCCCC\C=C/C\C=C/CCCCC)C (11E,20Z,23Z)-N,N-dimethylnonacosa-11,20,23-trien-10-amine